OC(=O)C(F)(F)F.ONC(C1=CC=C(C=C1)CCCC1CCN(CC1)C(CNC1C(C1)C1=CC=CC=C1)=O)=O N-hydroxy-4-(3-(1-(2-((2-phenylcyclopropyl)amino)acetyl)piperidin-4-yl)propyl)benzamide TFA Salt